6,8,11-tribromo-2-(2-ethylhexyl)-1H-peryleno[1,12-efg]isoindole-1,3(2H)-dione BrC1=CC(=C2C=3C=CC(=C4C=CC5=C6C(N(C(C6=C6C(=C5C43)C2=C1C=C6)=O)CC(CCCC)CC)=O)Br)Br